NCCN1C(=O)N(C(=O)N(C1=O)CC)CCN 1,3-bis(2-aminoethyl)-5-ethyl-isocyanuric acid